8-(trifluoromethyl)-2,3,4,4a-tetrahydro-1H-pyrazino[1,2-a]quinoxalin-5(6H)-one FC(C=1C=C2NC(C3N(C2=CC1)CCNC3)=O)(F)F